N-(4-(2,2-difluoroethoxy)-2,5-difluorophenyl)-5-(thiazol-2-yl)-1H-pyrrol-3-sulfonamide FC(COC1=CC(=C(C=C1F)NS(=O)(=O)C1=CNC(=C1)C=1SC=CN1)F)F